4-chloro-2-(4-fluorophenyl)pyridine ClC1=CC(=NC=C1)C1=CC=C(C=C1)F